S1C=NC2=C1C=1C=CC(=CC1OC2)CC(=O)N[C@H]2N(C[C@@H](C2)O)C(=O)OC(C)(C)C (2S,4R)-tert-butyl 2-(((4H-chromeno[3,4-d]thiazol-7-yl)methyl)formamido)-4-hydroxypyrrolidine-1-carboxylate